O1C(CCCC1)N1N=C(C(=C1)C(C)=O)NCC1=C(C=CC=C1)C(F)(F)F 1-[1-(Tetrahydro-pyran-2-yl)-3-(2-trifluoromethyl-benzylamino)-1H-pyrazol-4-yl]-ethanone